C(C)OC(=O)C1=C(N=C(S1)NC1=NC(=CC(=N1)N(CC=1C=NC=CC1)C)N1CCNCC1)C 4-methyl-2-[[4-[methyl-(3-pyridylmethyl)amino]-6-(1-piperazinyl)-2-pyrimidinyl]amino]-5-thiazolecarboxylic acid ethyl ester